CC1C(=O)OCCCC1 Monomethyl-ε-caprolacton